methyl 1-(2-(benzyloxy)ethyl)-3-(4,4,5,5-tetramethyl-1,3,2-dioxaborolan-2-yl)-1H-pyrazole-5-carboxylate C(C1=CC=CC=C1)OCCN1N=C(C=C1C(=O)OC)B1OC(C(O1)(C)C)(C)C